L-α-methylasparagine C[C@](N)(CC(N)=O)C(=O)O